N1(N=CC=C1)C1=CC=C(C=C1)C(CCCCCNC=1C=C2C(N(C(C2=CC1)=O)C1C(NC(CC1)=O)=O)=O)=O 5-((6-(4-(1H-pyrazol-1-yl)phenyl)-6-oxohexyl)amino)-2-(2,6-dioxopiperidin-3-yl)isoindoline-1,3-dione